N4-[2-(2-aminoethyl)phenyl]-N1,2-dimethylbenzene-1,4-dicarboxamide NCCC1=C(C=CC=C1)NC(=O)C1=CC(=C(C=C1)C(=O)NC)C